FC=1C=2N(C=C(C1)C=1C=C3C(=NC1)C=C(S3)C3CCNCC3)C=C(N2)C 6-(8-fluoro-2-methylimidazo[1,2-a]pyridin-6-yl)-2-(piperidin-4-yl)thieno[3,2-b]pyridine